(2r,5s)-2-(hydroxymethyl)-5-(4-methoxybenzyl)pyrrolidine-1-carboxylic acid tert-butyl ester C(C)(C)(C)OC(=O)N1[C@H](CC[C@H]1CC1=CC=C(C=C1)OC)CO